C(C)(=O)N(N(C(=O)C1=CC=2C3=C(C(=NC2C=C1)N)C=NN3C)CC3=C(C=C(C=C3)C=3C=NC(=CC3C)C(F)(F)F)F)C N'-acetyl-4-amino-N-(2-fluoro-4-(4-methyl-6-(trifluoromethyl)pyridin-3-yl)benzyl)-N',1-dimethyl-1H-pyrazolo[4,3-c]quinoline-8-carbohydrazide